C(C1=CC=CC=C1)OC(=O)N1[C@H](CN(CC1)C1=CC(=NC=2CNCCC12)C(=O)OCC)CC#N ethyl (S)-4-(4-((benzyloxy)carbonyl)-3-(cyanomethyl)piperazin-1-yl)-5,6,7,8-tetrahydro-1,7-naphthyridine-2-carboxylate